1,2-bis(2,4-dimaleimidophenoxy)benzene C1(C=CC(N1C1=C(OC2=C(C=CC=C2)OC2=C(C=C(C=C2)N2C(C=CC2=O)=O)N2C(C=CC2=O)=O)C=CC(=C1)N1C(C=CC1=O)=O)=O)=O